[I-].COC1=CC=C(/C=C/C2=[N+](C3=CC=CC=C3C=C2)C)C=C1 (E)-2-(4-Methoxystyryl)-1-methylquinolinium iodide